O=C1N(C(C=C1)=O)CCC(=O)N[C@H](C(=O)N[C@H](C(=O)NC1=CC=C(COC(=O)N(CCC(=O)O)C)C=C1)C)C(C)C 3-((((4-((S)-2-((S)-2-(3-(2,5-dioxo-2,5-dihydro-1H-pyrrol-1-yl)propanamido)-3-methylbutanamido)propanamido)benzyl)oxy)carbonyl)(methyl)amino)propanoic acid